(S)-3-(4-fluoro-2',5,6'-trimethyl-[1,1'-biphenyl]-3-yl)-3-((S)-2-(3-(2-(3-(trifluoromethyl)azetidin-1-yl)ethyl)-5-methyl-6-oxopyridazin-1(6H)-yl)-4-methylpentanamido)propionic acid FC1=C(C=C(C=C1C)C1=C(C=CC=C1C)C)[C@H](CC(=O)O)NC([C@H](CC(C)C)N1N=C(C=C(C1=O)C)CCN1CC(C1)C(F)(F)F)=O